3-bromo-1-(3-(trifluoromethyl)phenyl)-1H-1,2,4-triazole BrC1=NN(C=N1)C1=CC(=CC=C1)C(F)(F)F